3-(difluoromethoxy)-N-[1-[3-(6-methoxypyridazin-3-yl)pyrazin-2-yl]ethyl]-5-(trifluoromethyl)benzamide FC(OC=1C=C(C(=O)NC(C)C2=NC=CN=C2C=2N=NC(=CC2)OC)C=C(C1)C(F)(F)F)F